ClC=1C(=NC2=CC(=CC(=C2C1)C(C)=O)C)N1CCOCC1 1-(3-chloro-7-methyl-2-morpholinoquinolin-5-yl)ethan-1-one